(1,2,4-triazol-2-yl)acetic acid N=1N(C=NC1)CC(=O)O